(R)-cyclohexanecarboxaldehyde C1(CCCCC1)C=O